BrC=1C=C(OC2=NC=NC3=CC(=C(C=C23)OC)OC)C=CC1 4-(3-Bromo-phenoxy)-6,7-dimethoxy-quinazoline